BrCC(=O)C1=CC2=C(O1)C=CC=C2 2-(bromoacetyl)-benzo(b)furan